BrC1=CC(=C(C=C1)[N+](=O)[O-])OCOC 4-bromo-2-(methoxymethyloxy)-1-nitrobenzene